(2,7-dimethyl-9-anthryl) trifluoromethanesulfonate FC(S(=O)(=O)OC=1C2=CC(=CC=C2C=C2C=CC(=CC12)C)C)(F)F